CC1=NC=2N(C(=C1)C)N=C(N2)C(=O)O 5,7-dimethyl-[1,2,4]triazolo[1,5-a]pyrimidine-2-carboxylic acid